N1,N3,N-tris(2-octyldodecyl)benzene-1,3,5-tricarboxamide C(CCCCCCC)C(CN(C(=O)C1=CC(=CC(=C1)C(=O)N)C(=O)NCC(CCCCCCCCCC)CCCCCCCC)CC(CCCCCCCCCC)CCCCCCCC)CCCCCCCCCC